2-(3-bromoisoxazol-5-yl)acetic acid BrC1=NOC(=C1)CC(=O)O